C1(CCC1)SC1=NC=CC=C1C1=CC=C(C=C1)C(CCCC(=O)O)C 5-[4-(2-cyclobutylthio-3-pyridyl)phenyl]hexanoic acid